7-cyclopropyl-4-(cyclopropylamino)-1-(3-methylsulfanylphenyl)quinazolin-2(1H)-one C1(CC1)C1=CC=C2C(=NC(N(C2=C1)C1=CC(=CC=C1)SC)=O)NC1CC1